COC1[C@@H]([C@H](C([C@@H]([C@@H]1O)O)O)O)O 4-O-methyl-myo-inositol